p-bis(1,1-dimethyl-5-aminopentyl)benzene CC(CCCCN)(C)C1=CC=C(C=C1)C(CCCCN)(C)C